N1C=NC(=C1)C(=O)NCCOCCOCCOCCOCCN(C(C(COCCCCCCCC(=O)OC\C=C/CCCCCC)OCCCCCCCC(=O)OC\C=C/CCCCCC)=O)CCCCCCCC [(Z)-non-2-enyl] 8-[3-[2-[2-[2-[2-[2-(1H-imidazole-4-carbonylamino)ethoxy]ethoxy]ethoxy]ethoxy]ethyl-octyl-amino]-2-[8-[(Z)-non-2-enoxy]-8-oxooctoxy]-3-oxo-propoxy]octanoate